3,5-Ditrifluoromethylbenzyl isocyanate FC(C=1C=C(CN=C=O)C=C(C1)C(F)(F)F)(F)F